C12C3CC=C(C2C2CCC1C2)C3 tetracyclo[4.4.0.12,5.17,10]dodecan-4-en